ClC1=NC=C(C(=N1)NCC(F)(F)F)C1=NC2=C(N1C1CC1)C=C(C(=C2)F)F 2-chloro-5-(1-cyclopropyl-5,6-difluoro-1H-benzo[d]imidazol-2-yl)-N-(2,2,2-trifluoroethyl)pyrimidin-4-amine